((2R,4R)-2-methylpiperidin-4-yl)methanol C[C@H]1NCC[C@H](C1)CO